3-[(Z)-(3,5-dimethyl-1H-pyrrol-2-yl)methylidene]-1H-indol-2-one CC1=C(NC(=C1)C)\C=C\1/C(NC2=CC=CC=C12)=O